N-phenylpyrimidine-5-carboxamide C1(=CC=CC=C1)NC(=O)C=1C=NC=NC1